O1C(CCCC1)OC(C(=O)N)CC (tetrahydro-2H-pyran-2-yl-oxy)butanamide